OCC1=CC=C(C=C1)C(CC(=O)O)C1=CC=C(C=C1)C 3-(4-(hydroxymethyl)phenyl)-3-(p-tolyl)propionic acid